NC1=NC=C(C2=C1C(=NN2[C@H]2C[C@@H](N(C2)C(C=C)=O)COC)C#CC2=CC(=CC(=C2)OC)OC)C=2N=CN(C2)CC(F)F 1-((2R,4S)-4-(4-amino-7-(1-(2,2-difluoroethyl)-1H-imidazol-4-yl)-3-((3,5-dimethoxyphenyl)ethynyl)-1H-pyrazolo[4,3-c]pyridin-1-yl)-2-(methoxymethyl)pyrrolidin-1-yl)prop-2-en-1-one